CC1(C=2N=CN([C@H]3[C@H](O)[C@H](O)[C@@H](CO)O3)C2N=C(N1)N)O 6-methyl-guanosine